Thiodiethylenglycol C(CSCCO)O